(3R,4S)-4-fluoropiperidin-3-ol hydrochloride Cl.F[C@@H]1[C@@H](CNCC1)O